C1(=CC=CC=C1)C=1N=C(NC1C1=CC=CC=C1)S 4,5-diphenyl-imidazole-2-thiol